O[C@H]1[C@H]([C@@H](O[C@@H]1CNC(C)C)N1C=2N=C(NC(C2N=C1)=O)NC(C(C)C)=O)OC N-(9-((2R,3R,4R,5R)-4-hydroxy-5-((isopropylamino)methyl)-3-methoxytetrahydrofuran-2-yl)-6-oxo-6,9-dihydro-1H-purin-2-yl)isobutyramide